5-bromo-4,6-difluoro-3-methyl-1H-indole BrC=1C(=C2C(=CNC2=CC1F)C)F